C(C)(C)(C)OC(=O)N1[C@@H](CCC1C1=CC(=CC=C1)F)C(=O)O (2S)-1-[(tert-Butyloxy)carbonyl]-5-(3-fluorophenyl)pyrrolidine-2-carboxylic acid